tert-butyl N-[3-methyl-5-[[2-[(2R,5S)-5-methyl-2-(1-methyl-3-piperidyl)-1-piperidyl]-2-oxo-acetyl]amino]-2-pyridyl]carbamate CC=1C(=NC=C(C1)NC(C(=O)N1[C@H](CC[C@@H](C1)C)C1CN(CCC1)C)=O)NC(OC(C)(C)C)=O